ClC=1C(=NC(=NC1)NC1=C(C=C2CCN(CC2=C1)C)F)N1C[C@@](C2=CC=CC=C12)(C)CC(=O)O (S)-2-[1-[5-chloro-2-[(6-fluoro-2-methyl-3,4-dihydro-1H-isoquinolin-7-yl)amino]pyrimidin-4-yl]-3-methyl-indolin-3-yl]acetic acid